FC=1C=C(C=NC1)[C@H]1N(OCC1)C1=CC(=NC=N1)NC1=C(C=C(C=C1)N1CCC(CC1)N1CCN(CC1)C)OC (S)-6-(3-(5-fluoropyridin-3-yl)isoxazolidin-2-yl)-N-(2-methoxy-4-(4-(4-methylpiperazine-1-yl)piperidin-1-yl)phenyl)pyrimidin-4-amine